FC1=CC=C(C=C1)C1=CC(=C(C=C1)NCCS(=O)(=O)NC)C1=NN(C=C1)CC=1C=NC=CC1 2-((4'-fluoro-3-(1-(pyridin-3-ylmethyl)-1H-pyrazol-3-yl)-[1,1'-biphenyl]-4-yl)amino)-N-methylethane-1-sulfonamide